(3,5-di-tert-butyl-4-hydroxyphenyl) propionate C(CC)(=O)OC1=CC(=C(C(=C1)C(C)(C)C)O)C(C)(C)C